N2-[[1-(5-chloro-1,3-benzoxazol-2-yl)-4-piperidinyl]methyl]furan-2,5-dicarboxamide ClC=1C=CC2=C(N=C(O2)N2CCC(CC2)CNC(=O)C=2OC(=CC2)C(=O)N)C1